pyran-4-d O1CC=C(C=C1)[2H]